methyl 5-fluoro-4-(2-(2-fluoro-4-(methoxycarbonyl)-5-(tetrazolo[1,5-b]pyridazine-6-carboxamido) phenoxy)ethyl)-2-nitrobenzoate FC=1C(=CC(=C(C(=O)OC)C1)[N+](=O)[O-])CCOC1=C(C=C(C(=C1)NC(=O)C=1C=CC=2N(N1)N=NN2)C(=O)OC)F